penta-phenyl-silol tert-butyl-(5-bromo-2-(methoxy(methyl)carbamoyl)-2,3-dihydro-1H-inden-2-yl)carbamate C(C)(C)(C)N(C(O)=O)C1(CC2=CC=C(C=C2C1)Br)C(N(C)OC)=O.C1(=CC=CC=C1)C1=C(C(=C([SiH]1C1=CC=CC=C1)C1=CC=CC=C1)C1=CC=CC=C1)C1=CC=CC=C1